3-Methylpyridine-2-Thiol CC=1C(=NC=CC1)S